methyl 2-oxo-indole-6-carboxylate O=C1N=C2C=C(C=CC2=C1)C(=O)OC